2,5-dimethyl-benzenesulfonyl chloride CC1=C(C=C(C=C1)C)S(=O)(=O)Cl